6-tert-butyl-1,1-dimethyl-4-indenylmethylketone C(C)(C)(C)C1=CC(=C2C=CC(C2=C1)(C)C)CC(=O)CC1=C2C=CC(C2=CC(=C1)C(C)(C)C)(C)C